O=C1NC2=C(N1CC1CCN(CC1)C(=O)OC(C)(C)C)C=CC=C2 Tert-butyl 4-((2-oxo-2,3-dihydro-1H-benzo[d]imidazol-1-yl)methyl)piperidine-1-carboxylate